2-(5-chloropyridin-2-yl)-6,6-dimethyl-3-(1H-pyrazolo[3,4-b]pyridin-4-yl)-6,7-dihydro-4H-pyrazolo[5,1-c][1,4]oxazine ClC=1C=CC(=NC1)C1=NN2C(COC(C2)(C)C)=C1C1=C2C(=NC=C1)NN=C2